(1R,5S)-2-(hydroxymethyl)-3,8-diazabicyclo[3.2.1]octane-8-carboxylic acid tert-butyl ester C(C)(C)(C)OC(=O)N1[C@H]2C(NC[C@@H]1CC2)CO